Cl.N1(N=CC=C1)C1=C(CNC2=C3N=CN(C3=NC(=N2)N2CCC(CC2)N)CC)C=CC=C1 N-(2-(1H-pyrazol-1-yl)benzyl)-2-(4-aminopiperidin-1-yl)-9-ethyl-9H-purin-6-amine hydrochloride